6-(3-cyanophenyl)pyridine C(#N)C=1C=C(C=CC1)C1=CC=CC=N1